ClC=1C=C(C=NO)C=C(C1)Cl 3,5-dichlorobenzaldehyde oxime